C(C)N1N=CC(=C1)NC=1N=C(C2=C(N1)NC=C2)O[C@H]2CNCC2 (R)-N-(1-ethyl-1H-pyrazol-4-yl)-4-(pyrrolidine-3-yl-oxy)-7H-pyrrolo[2,3-d]pyrimidine-2-amine